2,3,6-triaminopyridine NC1=NC(=CC=C1N)N